N1=NC(=CC=C1)C=1C=NC(=NC1)N 5-(Pyridazin-3-yl)pyrimidin-2-amine